OC(CNC1=CC=CC=C1)O di-hydroxyethyl-aniline